5-phenylazosalicylic acid disodium salt [Na+].[Na+].C1(=CC=CC=C1)N=NC1=CC=C(C(C(=O)[O-])=C1)O.C1(=CC=CC=C1)N=NC1=CC=C(C(C(=O)[O-])=C1)O